CC=1C=C2C(C(NC2=CC1)=O)=NN=C1SCC(N1C1=CC=C(C=C1)C(C)(C)C)=O 5-methyl-3-(2-(3-(4-tert-butylphenyl)-4-oxo-thiazolidine-2-ylidene)hydrazono)indol-2-one